FC(C(=O)O)(F)F.FC=1C(=NC(=NC1)NC1=C(C(=CC=C1)OC)F)NC=1C=CC2=C(NC(O2)=O)C1 5-(5-fluoro-2-(2-fluoro-3-methoxyphenylamino)pyrimidin-4-ylamino)benzo[d]oxazol-2(3H)-one trifluoroacetate salt